ClC=1C=NC(=NC1)[C@@]12CC[C@H](C[C@H]2C1)OC[C@@H]1N([C@@H](C[C@@H]1NS(=O)(=O)C)C)C(=O)OC(C)C isopropyl (2R,3S,5R)-2-((((1R,3R,6S)-6-(5-chloropyrimidin-2-yl)bicyclo[4.1.0]heptan-3-yl)oxy)methyl)-5-methyl-3-(methylsulfonamido)pyrrolidine-1-carboxylate